tert-butyl ((4-(hydroxymethyl)-1-(3-iodo-1-(tetrahydro-2H-pyran-2-yl)-1H-pyrazolo[3,4-b]pyrazin-6-yl)piperidin-4-yl)methyl)carbamate OCC1(CCN(CC1)C1=CN=C2C(=N1)N(N=C2I)C2OCCCC2)CNC(OC(C)(C)C)=O